1,2-dithioglycerol SCC(S)CO